O=C1NC(=NC2=C1CN(CCC2)C(=O)OC(C)(C)C)C2(CC2)C=2C=NC=C(C2)C(=C)C tert-butyl 4-oxo-2-(1-(5-(prop-1-en-2-yl)pyridin-3-yl)cyclopropyl)-3,4,5,7,8,9-hexahydro-6H-pyrimido[5,4-c]azepine-6-carboxylate